BrC1=NC(OC2=C1C=CC=C2F)(CCCCC)C 4-bromo-8-fluoro-2-methyl-2-pentyl-2H-benzo[e][1,3]oxazine